P(=O)(O)(O)O[C@H]1[C@H]([C@@H](O[C@@H]1CO)N1C=NC=2C(O)=NC=NC12)O inosine 3'-phosphate